OC1=C(C2=CC=C3C=CC=C4C=CC(=C1)C2=C43)C(=O)C4=C(C=CC=C4)C(=O)C4=C(C=C3C=CC2=CC=CC1=CC=C4C3=C21)O bis(hydroxypyrenylcarbonyl)benzene